FC1([C@@H](C1)C(=O)N1C2C=C(CC1CC2)C2=NC(=NC=C2F)NC=2C=NN(C2)C)F ((S)-2,2-difluorocyclopropyl)(3-(5-fluoro-2-((1-methyl-1H-pyrazol-4-yl)amino)pyrimidin-4-yl)-8-azabicyclo[3.2.1]oct-2-en-8-yl)methanone